C1(=CC=C(C=C1)NC1=CC=2C=CC=CC2C2=C1OC1=C2C2=CC=CC=C2C=C1)C1=CC=CC=C1 N-([1,1'-biphenyl]-4-yl)dinaphtho[2,1-b:1',2'-d]furan-6-amine